1-[5-tert-butyl-2-p-tolyl-2H-pyrazol-3-yl]-3-[4-(3-(pyridin-4-yl)propan-1-yl)naphthalen-1-yl]-urea C(C)(C)(C)C=1C=C(N(N1)C1=CC=C(C=C1)C)NC(=O)NC1=CC=C(C2=CC=CC=C12)CCCC1=CC=NC=C1